2-[4-Chloro-3-fluoro-2-(methoxymethoxyl)phenyl]-4,4,5,5-tetramethyl-1,3,2-dioxaborolane ClC1=C(C(=C(C=C1)B1OC(C(O1)(C)C)(C)C)OCOC)F